racemic-1-[2-(6,7,8-trimethoxy-3-methylisochroman-5-yl)-4,5-dimethoxyphenyl]propan-2-yl acetate C(C)(=O)OC(CC1=C(C=C(C(=C1)OC)OC)C1=C2CC(OCC2=C(C(=C1OC)OC)OC)C)C